N-isopropyl-3-(6-(((3aR,5s,6aS)-2-((tetrahydro-2H-pyran-4-yl)methyl-d2)octahydrocyclopenta[c]pyrrol-5-yl)amino)pyridazin-3-yl)benzamide C(C)(C)NC(C1=CC(=CC=C1)C=1N=NC(=CC1)NC1C[C@@H]2[C@@H](CN(C2)C([2H])([2H])C2CCOCC2)C1)=O